ClC1=NN2C(N=CC3=C2C2(COC2)CC3C(=O)NC=3C=NC(=C(C3)Cl)N3N=CC=N3)=C1 2-chloro-N-(5-chloro-6-(2H-1,2,3-triazol-2-yl)pyridin-3-yl)-6,7-dihydrospiro[cyclopenta[e]pyrazolo[1,5-a]pyrimidine-8,3'-oxetan]-6-carboxamide